4-chloro-3-fluoro-7-(4-fluoro-2-methoxy-phenyl)thieno[3,2-c]pyridine-6-carboxylic acid ClC1=NC(=C(C2=C1C(=CS2)F)C2=C(C=C(C=C2)F)OC)C(=O)O